FC1=CC=C(C=C1)C1=NNC2=NC(=NC=C21)C(=O)OC methyl 3-(4-fluorophenyl)-1H-pyrazolo[3,4-d]pyrimidine-6-carboxylate